(2R)-N-((R or S)-(5-chloro-6-(trifluoromethyl)pyridin-2-yl)(trans-3-(trifluoro-methyl)-cyclobutyl)methyl)-2-methyl-3-oxopiperazine-1-carboxamide ClC=1C=CC(=NC1C(F)(F)F)[C@H](NC(=O)N1[C@@H](C(NCC1)=O)C)[C@@H]1C[C@H](C1)C(F)(F)F |o1:11|